C1(CC1)C1=CC(=CN1S(=O)(=O)C1=CC=C(C)C=C1)S(=O)(=O)O 5-Cyclopropyl-1-(toluene-4-sulfonyl)-1H-pyrrol-3-sulfonic acid